CCCCCCCCC(CCCCCCCC)CO Octyldecanol